5-cyclopropyl-4-((2,5-dichloro-4-ethynylphenoxy)methyl)-3-(2,6-dichlorophenyl)isoxazole C1(CC1)C1=C(C(=NO1)C1=C(C=CC=C1Cl)Cl)COC1=C(C=C(C(=C1)Cl)C#C)Cl